4-(5-(4-amino-4-methylpiperidin-1-yl)pyrazin-2-yl)-6-(2-morpholinoethoxy)pyrazolo[1,5-a]pyridine-3-carbonitrile bis(2,2,2-trifluoroacetate) FC(C(=O)O)(F)F.FC(C(=O)O)(F)F.NC1(CCN(CC1)C=1N=CC(=NC1)C=1C=2N(C=C(C1)OCCN1CCOCC1)N=CC2C#N)C